N-stearoyl-arginine C(CCCCCCCCCCCCCCCCC)(=O)N[C@@H](CCCNC(N)=N)C(=O)O